C(C(C)C)C1=C(C(=NN1C)C)CC(=O)OCC ethyl 2-(5-isobutyl-1,3-dimethyl-1H-pyrazol-4-yl)acetate